(R)-3-(5-(2-((tert-butyldimethylsilyl)oxy)ethyl)pyridazin-3-yl)-6-(2-(5-fluoro-2-methoxyphenyl)pyrrolidin-1-yl)imidazo[1,2-b]pyridazine [Si](C)(C)(C(C)(C)C)OCCC=1C=C(N=NC1)C1=CN=C2N1N=C(C=C2)N2[C@H](CCC2)C2=C(C=CC(=C2)F)OC